2,4,6,8-tetramethyl-2,4,6,8-tetra-vinylcyclotetrasiloxane C[Si]1(O[Si](O[Si](O[Si](O1)(C=C)C)(C=C)C)(C=C)C)C=C